BrC=1N=C(C(=NC1Cl)N)OCCC(C(C)(O[Si](CC)(CC)CC)C1=CC=C(C=C1)F)(F)F 5-bromo-6-chloro-3-((3,3-difluoro-4-(4-fluorophenyl)-4-((triethylsilyl)oxy)-pentyl)oxy)pyrazin-2-amine